C(C1=CC=CC=C1)OC(=O)N1CC2=CC=C3C=CC(=NC3=C2CC1)O 2-hydroxy-9,10-dihydro-1,8-phenanthroline-8(7H)-carboxylic acid benzyl ester